(3-(2-(dimethylamino)ethyl)-5-methoxy-1H-indol-1-yl)methyl acetate C(C)(=O)OCN1C=C(C2=CC(=CC=C12)OC)CCN(C)C